5-phenyl-11-(4,6-diphenyl-1,3,5-triazin-2-yl)-5H,11H-indolo[3,2-b]carbazole C1(=CC=CC=C1)N1C2=CC=CC=C2C2=CC=3N(C4=CC=CC=C4C3C=C21)C2=NC(=NC(=N2)C2=CC=CC=C2)C2=CC=CC=C2